C(#N)C(C(=O)O)=C.C=O formaldehyde alpha-cyanoacrylate